6-[4-tert-butyl-2-(2-hydroxyethoxy)phenyl]-2,3-dimethyl-1H-pyridin-4-one C(C)(C)(C)C1=CC(=C(C=C1)C1=CC(C(=C(N1)C)C)=O)OCCO